4,4-dimethyl-6-(5-(4-methylpyridin-3-yl)-1H-pyrrolo[2,3-b]pyridin-3-yl)-3,4-dihydroisoquinolin-1(2H)-one CC1(CNC(C2=CC=C(C=C12)C1=CNC2=NC=C(C=C21)C=2C=NC=CC2C)=O)C